C(C)C(C(C(=O)O)(CCN)CC)CCC.C(CCCCC)(=O)O.C(C)N(CC)C(C)O diethylaminoethanol caproate (diethyl-aminoethyl-hexanoate)